FC(C(=O)NC1=CC=2C(C=3N=C(N=CC3C2C(=C1)C)C(F)(F)F)=O)=C 2-fluoro-N-(5-methyl-9-oxo-2-(trifluoromethyl)-9H-indeno[2,1-d]pyrimidin-7-yl)acrylamide